ethyl 2-(2-(4-(4-methyl-7-(trifluoromethyl)quinazolin-2-yl)phenoxy)ethoxy)acetate CC1=NC(=NC2=CC(=CC=C12)C(F)(F)F)C1=CC=C(OCCOCC(=O)OCC)C=C1